C(C)N1CC=CC2=CC(=C(C(=C12)F)N1CC(N(CC1)C(C)=O)C)F 1-ethyl-6,8-difluoro-7-(3-methyl-4-acetylpiperazin-1-yl)-quinoline